C(C)N1C(C(=CC2=C1N=C(N=C2)N[C@@H]2CNC[C@H](C2)F)C2=C(C(=C(C=C2)NS(=O)(=O)CC2=CC=CC=C2)F)F)=O N-(4-(8-Ethyl-2-(((3S,5S)-5-fluoropiperidin-3-yl)amino)-7-oxo-7,8-dihydropyrido[2,3-d]pyrimidin-6-yl)-2,3-difluorophenyl)-1-phenylmethanesulfonamide